3-((3-((7-(cyclohexylamino)heptyl)amino)phenyl)amino)piperidine-2,6-dione C1(CCCCC1)NCCCCCCCNC=1C=C(C=CC1)NC1C(NC(CC1)=O)=O